ethyl (E)-2-methyl-3-(3-(2-((triisopropylsilyl)oxy)ethyl)bicyclo[1.1.1]pentan-1-yl)acrylate C/C(/C(=O)OCC)=C\C12CC(C1)(C2)CCO[Si](C(C)C)(C(C)C)C(C)C